C(C)OC(=O)C1C(=CCCC1(C)C)CC Ethyl-2-ethyl-6,6-dimethyl-2-cyclohexencarboxylat